1-[2-(decylsulfanyl)ethyl]pyrrolidin-2-one C(CCCCCCCCC)SCCN1C(CCC1)=O